CC1=C(C2=C(C(=NO2)NC2=CC(=CC=C2)C(F)(F)F)C=C1)C#CC=1C=NN2C1N=CN=C2 6-methyl-7-(pyrazolo[1,5-a][1,3,5]triazin-8-ylethynyl)-N-(3-(trifluoromethyl)phenyl)benzo[d]isoxazol-3-amine